3-(methylnitrosoamino)propionitrile CN(CCC#N)N=O